ClC1=C(C=C(CNCC2(CCC2)C=2C=C(C=CC2)NC=2C(N(C(C2)=O)C2C(NC(CC2)=O)=O)=O)C=C1)C(F)(F)F 3-(3-((3-(1-(((4-Chloro-3-(trifluoromethyl)benzyl)amino)methyl)cyclobutyl)phenyl)amino)-2,5-dioxo-2,5-dihydro-1H-pyrrol-1-yl)piperidine-2,6-dione